ClC1=CC=C(C=C1)NC(NC1=CC(=CC=C1)N1C2CCC1CC2)=O 3-(4-chlorophenyl)-1-{3-[(1S,4S)-7-azabicyclo[2.2.1]Hept-7-yl]Phenyl}urea